C(N)(OC1=CC=C(C=C1)\C=C\C1=C(C(=CC=C1)C(=O)N1C[C@@H]2N(CC1)C[C@H](CC2)C2=CC=C(C=C2)Cl)Br)=O [4-[(E)-2-[3-[(7R,9aR)-7-(4-chlorophenyl)-1,3,4,6,7,8,9,9a-octahydropyrido[1,2-a]pyrazine-2-carbonyl]-2-bromophenyl] ethenyl] phenyl] carbamate